Cl.O=C1NN=C(C2=CC=CC=C12)C1N(CCC2=CC=CC=C12)S(=O)(=O)N 4-oxo-3,4-dihydro-phthalazin-1-yl-3,4-dihydro-isoquinoline-2(1H)-sulfonamide hydrochloride